C(C)OCOC1=C(C=CC(=C1)C#CC)C1=C(C=CC=N1)C 6-(2-(ethoxymethoxy)-4-(prop-1-yn-1-yl)phenyl)-5-methylpyridine